tert-butyl 4-[3-(3-bromo-2-methyl-phenyl) prop-2-ynoxy]piperidine-1-carboxylate BrC=1C(=C(C=CC1)C#CCOC1CCN(CC1)C(=O)OC(C)(C)C)C